2-(p-tolylthio)-1-(4-(5-(trifluoromethyl)-1,2,4-oxadiazol-3-yl)phenyl)ethan-1-one C1(=CC=C(C=C1)SCC(=O)C1=CC=C(C=C1)C1=NOC(=N1)C(F)(F)F)C